(4-(4-chlorophenyl)piperazin-1-yl)(naphthalen-1-yl)methanone ClC1=CC=C(C=C1)N1CCN(CC1)C(=O)C1=CC=CC2=CC=CC=C12